n-propyl 4-hydroxybutyrate OCCCC(=O)OCCC